2-(2,6-dioxo-3-piperidyl)-5-[2-[2-[2-[2-[(2S)-4-[4-(6-fluoro-5-isopropoxy-1H-indazol-3-yl)-2-pyridyl]-2-methyl-piperazin-1-yl]ethoxy]ethoxy]ethoxy]ethoxy]isoindoline-1,3-dione O=C1NC(CCC1N1C(C2=CC=C(C=C2C1=O)OCCOCCOCCOCCN1[C@H](CN(CC1)C1=NC=CC(=C1)C1=NNC2=CC(=C(C=C12)OC(C)C)F)C)=O)=O